β-naphthalenesulphonate C1=C(C=CC2=CC=CC=C12)S(=O)(=O)[O-]